2-chloro-N1-(4-chloro-3-(pyridin-2-yl)phenyl)-N4-isopropylterephthalamide ClC1=C(C(=O)NC2=CC(=C(C=C2)Cl)C2=NC=CC=C2)C=CC(=C1)C(=O)NC(C)C